5-nitro-2-[3-(trifluoromethoxy)phenoxy]pyridine tert-Butyl-(4-(8-amino-3-(5-methyloxazol-2-yl)imidazo[1,5-a]pyrazin-1-yl)-2-methoxyphenyl)carbamate C(C)(C)(C)N(C(O)=O)C1=C(C=C(C=C1)C=1N=C(N2C1C(=NC=C2)N)C=2OC(=CN2)C)OC.[N+](=O)([O-])C=2C=CC(=NC2)OC2=CC(=CC=C2)OC(F)(F)F